[O-]CCC.[O-]CCC.[O-]CCC.[O-]CCC.[O-]CCC.[Ta+5] tantalum pentapropoxide